1-benzyl-6-(3,5-dimethylisoxazol-4-yl)-1H-pyrrolo[2,3-b]pyridin-4-amine C(C1=CC=CC=C1)N1C=CC2=C1N=C(C=C2N)C=2C(=NOC2C)C